BrC1=CC=2N(C=C1)C=C(N2)C(=O)C2CCN(CC2)C(=O)OC(C)(C)C tert-butyl 4-(7-bromoimidazo[1,2-a]pyridine-2-carbonyl)piperidine-1-carboxylate